C(C)(C)[C@H]1C[C@@H]2O[C@@]2(CC1)C (1S,3R,6R)-3-Isopropyl-6-methyl-7-oxabicyclo[4.1.0]heptane